O1C2C(C=CC1=O)=COC=C2 pyrano[4,3-b]pyrone